[2H]CN1CCC(CC1)N 1-(deuteromethyl)piperidin-4-amine